C12(CC3CC(CC(C1)C3)C2)C=2SC(=C(N2)C=2C(=C(C=CC2)NS(=O)(=O)C2=C(C=CC=C2F)F)F)C2=NC(=NC=C2)NC2CC3(CS(C3)(=O)=O)C2 N-(3-(2-((3r,5r,7r)-adamantan-1-yl)-5-(2-((2,2-dioxido-2-thiaspiro[3.3]heptan-6-yl)amino)pyrimidin-4-yl)thiazol-4-yl)-2-fluorophenyl)-2,6-difluorobenzenesulfonamide